5-methoxy-N-propyl-1,2,3,4-tetrahydronaphthalen-2-amine CCCC1C(CCC2=C1C=CC=C2OC)N